OC=1C=C2C(=NC1C(=O)O)CCO2 6-hydroxy-2H,3H-furo[3,2-b]pyridine-5-carboxylic acid